6-chloro-9-ethyl-2-(propylsulfanyl)-9H-purine ClC1=C2N=CN(C2=NC(=N1)SCCC)CC